CC1=C(C(=CC=C1)C)C1=NC=2NS(C=3C=CC=C(C(NCC(OC(=C1)N2)C2=CC=C(C=C2)C(C(F)(F)F)(F)F)=O)C3)(=O)=O 6-(2,6-Dimethylphenyl)-2,2-dioxo-10-[4-(1,1,2,2,2-pentafluoroethyl)phenyl]-9-oxa-2λ6-thia-3,5,12,19-tetrazatricyclo[12.3.1.14,8]nonadeca-1(18),4(19),5,7,14,16-hexaen-13-one